(S)-1-(2-(3-bromo-2-methylphenyl)-4,6-dihydro-5H-pyrrolo[3,4-d]oxazol-5-yl)-2-(3-hydroxypyrrolidin-1-yl)ethan-1-one BrC=1C(=C(C=CC1)C=1OC2=C(N1)CN(C2)C(CN2C[C@H](CC2)O)=O)C